5-[4-(2-Cyclopentylthio-3-pyridinyl)-2,6-difluoro-phenyl]hexanoic acid C1(CCCC1)SC1=NC=CC=C1C1=CC(=C(C(=C1)F)C(CCCC(=O)O)C)F